CCC(=O)C1=CC=C(C=C1)C2=CC=CC=C2F 4-(2-fluorophenyl)propiophenone